C(C1=CC=CC=C1)OC1=NC=2N(C=C1)N=CC2 5-(benzyloxy)pyrazolo[1,5-a]pyrimidine